O=C1NC(CCC1N1C(C2=CC=C(C=C2C1=O)N1CCN(CC1)CC1CN(C1)C1=C2C[C@@H]([C@H](C2=C(C=C1)S(=O)(=O)C)O)F)=O)=O trans-2-(2,6-dioxopiperidin-3-yl)-5-(4-((1-((1S)-2-fluoro-1-hydroxy-7-(methylsulfonyl)-2,3-dihydro-1H-inden-4-yl)azetidin-3-yl)methyl)piperazin-1-yl)isoindoline-1,3-dione